4-((6-phenylpyridazin-3-yl)methyl)piperazine-2,3-dione C1(=CC=CC=C1)C1=CC=C(N=N1)CN1C(C(NCC1)=O)=O